OC(C(=O)O)CC(C)C alpha-hydroxyisocaproic acid